C(C)(C)(C)N[C@H]1CN(CC1)C1=NC=C(N=C1)C1=CC2=C(N=C(O2)C)C(=C1OCOC)C (3R)-N-tert-butyl-1-{5-[5-(methoxymethoxy)-2,4-dimethyl-1,3-benzoxazol-6-yl]pyrazin-2-yl}pyrrolidin-3-amine